8-(4-Nitrophenyl)-2-[2-(piperidin-1-yl)ethyl]-4,5-dihydro-2H-imidazo[2',1':2,3][1,3]thiazolo[4,5-e]isoindol [N+](=O)([O-])C1=CC=C(C=C1)C=1N=C2SC3=C(C4=CN(C=C4CC3)CCN3CCCCC3)N2C1